N1=CCC(=CC2=C1C=CC=C2)C(=O)O 3H-1-benzazepine-4-formic acid